(2-furyl)-ethyl-tris(dimethylamino)tin O1C(=CC=C1)CC[Sn](N(C)C)(N(C)C)N(C)C